C(=O)C1=CC=C(C=C1)B(O)O 4-formyl-phenylboronic acid